1-[bis(4-methoxyphenyl)(phenyl)methoxy]-12-{[tert-butyl(diphenyl)silyl]oxy}dodeca-4,6,8-triene-3,10-diol COC1=CC=C(C=C1)C(OCCC(C=CC=CC=CC(CCO[Si](C1=CC=CC=C1)(C1=CC=CC=C1)C(C)(C)C)O)O)(C1=CC=CC=C1)C1=CC=C(C=C1)OC